2-Morpholinoethyl (tert-butoxycarbonyl)-L-alaninate C(C)(C)(C)OC(=O)N[C@@H](C)C(=O)OCCN1CCOCC1